FC=1C(=NC=CC1)N1N=CC(=N1)N 2-(3-fluoropyridin-2-yl)-2H-1,2,3-triazol-4-amine